NC1(CC(C1)NC1=NC=C2C=CN=C(C2=C1)NC1(CC1)C)C 7-((trans)-3-amino-3-methylcyclobutyl)amino-1-((1-methylcyclopropyl)amino)-2,6-naphthyridine